2-(2-methyl-5-nitro-1H-imidazol-1-yl)-ethyl-(1-(6-amino-9H-purin-9-yl)-2,2,2-trichloroethyl)-carbamate CC=1N(C(=CN1)[N+](=O)[O-])CCN(C([O-])=O)C(C(Cl)(Cl)Cl)N1C2=NC=NC(=C2N=C1)N